tert-butyl (2-(2-(3-((2-(3,4-dichlorophenyl)thiazol-4-yl)carbamoyl)pyrrolidin-1-yl)ethoxy)ethyl)carbamate ClC=1C=C(C=CC1Cl)C=1SC=C(N1)NC(=O)C1CN(CC1)CCOCCNC(OC(C)(C)C)=O